(2-(2,6-dioxopiperidin-3-yl)-6-fluoropyridin-4-yl)methyl methanesulfonate CS(=O)(=O)OCC1=CC(=NC(=C1)F)C1C(NC(CC1)=O)=O